ClC1=CC(=C2C(=N1)C(=NN2COCC[Si](C)(C)C)NC2CCC2)C=C chloro-N-cyclobutyl-1-((2-(trimethylsilyl)ethoxy)methyl)-7-vinyl-1H-pyrazolo[4,3-B]pyridin-3-amine